CC1=NC2=C(N1)C=CC(=C2)C2=C(C=CC(=C2)CCC)O 2-(2-methyl-1H-benzimidazol-5-yl)-4-propylphenol